OCC(=O)[C@@H](O)[C@H](O)[C@H](O)CO keto-Fructose